C(C1=CC=CC=C1)(=O)NC1=C(C(=O)O)C=CC=C1 2-(Benzoyl-amino)benzoic acid